C(C)(C)(C)OC(=O)N1[C@H](CC1)CC(=O)O 2-[(2R)-1-tert-butoxycarbonyl-azetidin-2-yl]acetic acid